ClC1=C(C(=O)O)C=CC(=C1)NC(=O)C=1N(C(=CN1)C=1C(=NN(C1)C1=NC=C(C=C1)[N+](=O)[O-])C(F)(F)F)C 2-chloro-4-[[1-methyl-5-[1-(5-nitro-2-pyridyl)-3-(trifluoromethyl)pyrazol-4-yl]imidazole-2-carbonyl]amino]benzoic acid